C(C)(C)(C)P(C(C)(C)C)C1=C(C(=CC=C1)C1=CC=CC=C1)N(C)C (di-tert-butylphosphino)-N,N-dimethyl-biphenyl-2-amine